N-(6-((2-Chloro-6-fluorophenyl)amino)-1H-indazol-3-yl)-4-(1-methylpiperidin-4-yl)benzamid ClC1=C(C(=CC=C1)F)NC1=CC=C2C(=NNC2=C1)NC(C1=CC=C(C=C1)C1CCN(CC1)C)=O